N-(1H-indol-3-yl)-3-oxo-4-(thiophen-2-ylmethyl)-3,4-dihydro-2H-benzo[b][1,4]thiazine-6-carboxamide N1C=C(C2=CC=CC=C12)NC(=O)C1=CC2=C(SCC(N2CC=2SC=CC2)=O)C=C1